(3E,4R)-3-[2-(dimethylamino)ethylidene]-4-methyl-1-[4-({3-methyl-4-[(1-methyl-1,3-benzodiazol-5-yl)oxy]phenyl}amino)pyrido[3,4-d]pyrimidin-6-yl]pyrrolidin-2-one CN(C\C=C/1\C(N(C[C@@H]1C)C1=CC2=C(N=CN=C2NC2=CC(=C(C=C2)OC2=CC3=C(N(C=N3)C)C=C2)C)C=N1)=O)C